CN(CCNC(=O)C1=C(C=C2C=NN(C2=C1)CC(C)C)OC1=C(C=C(C=C1)F)F)C 5-(2,4-difluoro-phenoxy)-1-isobutyl-1H-indazole-6-carboxylic acid (2-dimethylamino-ethyl)-amide